6-Chloro-3-[1-hydroxyl-(3-methyl-isoxazol-5-yl)-methylidene]-5-[4-(tetrahydro-pyran-4-yl)-phenyl]-1,3-dihydro-indol-2-one ClC1=C(C=C2C(C(NC2=C1)=O)=C(O)C1=CC(=NO1)C)C1=CC=C(C=C1)C1CCOCC1